2-[(3R)-7-[[4-cyclopentyl-3-(trifluoromethyl)phenyl]methoxy]-1,2,3,4-tetrahydrocyclopenta[b]indol-3-yl]acetic acid C1(CCCC1)C1=C(C=C(C=C1)COC1=CC=2C3=C(NC2C=C1)[C@H](CC3)CC(=O)O)C(F)(F)F